5,14-bis-tert-butylindolo[1,2,3-lm]indolo[3',2',1':7,1]indolo[2,3-h]carbazole C(C)(C)(C)C=1C=C2C(=CC1)N1C3=C2C=CC=C3C3=C1C=C1C=2C=CC=C4C2N(C1=C3)C3=CC=C(C=C34)C(C)(C)C